methyl (S)-3-(2,5-difluoropyridin-4-yl)-2-methylpropanoate FC1=NC=C(C(=C1)C[C@@H](C(=O)OC)C)F